ClC1=NC2=CC=C(C=C2C=C1C=NO)F chloro-6-fluoroquinoline-3-aldoxime